tert-butyl 3-((tert-butyldimethylsilyl)oxy)-2-(1-(3-fluoro-5-nitropyridin-2-yl)-1H-imidazol-4-yl)pyrrolidine-1-carboxylate [Si](C)(C)(C(C)(C)C)OC1C(N(CC1)C(=O)OC(C)(C)C)C=1N=CN(C1)C1=NC=C(C=C1F)[N+](=O)[O-]